3-oxaspiro[bicyclo[3.2.1]octane-6,3'-oxolane]-2',5'-dione O1C(C2(CC1=O)C1COCC(C2)C1)=O